5-(2-fluorobenzyl)-N-(4-(2-chloro-5-(2-isopropoxyethoxy)phenyl)pyridin-2-yl)-4H-1,2,4-triazole-3-carboxamide FC1=C(CC=2NC(=NN2)C(=O)NC2=NC=CC(=C2)C2=C(C=CC(=C2)OCCOC(C)C)Cl)C=CC=C1